CC1CCC(CC1)C(C)C 1-methyl-4-(1-methylethyl)cyclohexane